1-(2-((3-(5-isopropoxypyridin-2-yl)-1,2,4-thiadiazol-5-yl)amino)pyridin-3-yl)pyrrolidin-2-one C(C)(C)OC=1C=CC(=NC1)C1=NSC(=N1)NC1=NC=CC=C1N1C(CCC1)=O